COC1CC(C1)C1=CC(=NC=C1)N1N=CC(=C1)S(=O)(=O)NC=1C=CC=C2C=NN(C12)C 1-(4-((1s,3s)-3-methoxycyclobutyl)pyridin-2-yl)-N-(1-methyl-1H-indazol-7-yl)-1H-pyrazole-4-sulfonamide